COC(=O)C1=C(C(=NC=C1C(F)(F)F)OC1=C(C(=C(C=C1)F)F)C)Br 3-bromo-2-(3,4-difluoro-2-methyl-phenoxy)-5-(trifluoromethyl)pyridine-4-carboxylic acid methyl ester